(R)-2-ethyl-1-((R)-5-(pyridin-2-yl)-2,3-dihydro-1H-indene-2-carbonyl)indoline-6-sulfonamide tert-butyl-5-amino-6-(2-cyanoacetyl)-3',6'-dihydro-[2,4'-bipyridine]-1'(2'H)-carboxylate C(C)(C)(C)OC(=O)N1CCC(=CC1)C1=NC(=C(C=C1)N)C(CC#N)=O.C(C)[C@H]1N(C2=CC(=CC=C2C1)S(=O)(=O)N)C(=O)[C@@H]1CC2=CC=C(C=C2C1)C1=NC=CC=C1